FC1=C(C=CC(=C1F)C)C1=NOC(=N1)C(F)(F)F 3-(2,3-difluoro-4-methyl-phenyl)-5-(trifluoromethyl)-1,2,4-oxadiazole